5-chloro-4-methoxy-N-(5-(4-methylpiperazin-1-yl)-2-(trifluoromethoxy)phenyl)pyrimidin-2-amine ClC=1C(=NC(=NC1)NC1=C(C=CC(=C1)N1CCN(CC1)C)OC(F)(F)F)OC